NC1=NC=CC2=C1C(=NN2[C@H]2C[C@@H](N(C2)C(C=C)=O)COC)C#CC2=C(C1=CN(N=C1C=C2F)CC)F 1-[(2R,4S)-4-[4-amino-3-[2-(2-ethyl-4,6-difluoroindazol-5-yl)ethynyl]pyrazolo[4,3-c]pyridin-1-yl]-2-(methoxymethyl)pyrrolidin-1-yl]prop-2-en-1-one